4-(3-methylthioureido)-3-oxobutanoic acid ethyl ester C(C)OC(CC(CNC(=S)NC)=O)=O